N[C@@H](CN1C(C=2C=C3C(=CC2CC1)N(C(=N3)C=3N(C1=CC=CC=C1C3)CC3(CC3)OC)C)=O)CF (S)-6-(2-amino-3-fluoropropyl)-2-(1-((1-methoxycyclopropyl)methyl)-1H-indol-2-yl)-1-methyl-1,6,7,8-tetrahydro-5H-imidazo[4,5-g]isoquinolin-5-one